C1(CC1)C1=NOC(C1)C=1N(C(=C(N1)C(=O)O)S(=O)(=O)CC)C 2-(3-cyclopropyl-4,5-dihydroisoxazol-5-yl)-5-ethylsulfonyl-1-methyl-imidazole-4-carboxylic acid